tert-butyl 3-(5-(5-(difluoromethyl)-1,3,4-oxadiazol-2-yl)thiazol-2-yl)-3,6-diazabicyclo[3.1.1]heptane-6-carboxylate FC(C1=NN=C(O1)C1=CN=C(S1)N1CC2N(C(C1)C2)C(=O)OC(C)(C)C)F